C(C)(C)(C)OC(=O)N1CCC(C1)OC 4-methoxypyrrolidine-1-carboxylic acid tert-butyl ester